N-ethyl-2-(4-fluorophenoxy)-N-(4'-(methoxymethyl)-[1,1'-biphenyl]-4-yl)-2-methylpropanamide C(C)N(C(C(C)(C)OC1=CC=C(C=C1)F)=O)C1=CC=C(C=C1)C1=CC=C(C=C1)COC